ClC1=C(N=C(S1)C#C)C(=O)N(C1C(N(CC1)CC(F)(F)F)=O)C1=CC(=CC(=C1)OC)OC 5-Chloro-N-(3,5-dimethoxyphenyl)-2-ethynyl-N-[2-oxo-1-(2,2,2-trifluoroethyl)pyrrolidin-3-yl]thiazole-4-carboxamide